N1(N=CC=C1)C1=CC=C(CC2=C3C(=NC(=C2)C(=O)O)C=CO3)C=C1 7-(4-(1H-pyrazol-1-yl)benzyl)furo[3,2-b]pyridine-5-carboxylic acid